10-(4-ethylphenyl)phenothiazine C(C)C1=CC=C(C=C1)N1C2=CC=CC=C2SC=2C=CC=CC12